C(C)C=1C(NC=2C=C(C=NC2C1)CN1CCC(=CC1)C=1C(=NC(=CC1)C#N)C)=O 1'-((7-ethyl-6-oxo-5,6-dihydro-1,5-naphthyridin-3-yl)methyl)-2-methyl-1',2',3',6'-tetrahydro-[3,4'-bipyridine]-6-carbonitrile